N2-[3-[(4-methylpiperazin-1-yl)methyl]phenyl]-N4-[2-(6-methyl-2-pyridyl)pyrimidin-4-yl]pyrimidine-2,4-diamine CN1CCN(CC1)CC=1C=C(C=CC1)NC1=NC=CC(=N1)NC1=NC(=NC=C1)C1=NC(=CC=C1)C